N-((1S)-(5-((S or R)-cyclopropyl-(4,4,4-trifluorobutanamido)methyl)benzo[d]oxazol-2-yl)(4,4-difluorocyclohexyl)methyl)-1-methyl-1H-pyrazole-5-carboxamide C1(CC1)[C@@H](C=1C=CC2=C(N=C(O2)[C@@H](NC(=O)C2=CC=NN2C)C2CCC(CC2)(F)F)C1)NC(CCC(F)(F)F)=O |o1:3|